2-((2R,3S,4S,5S,6R)-3,4,5-trihydroxy-6-(4-nitrophenoxy)tetrahydro-2H-pyran-2-yl)ethane-1-sulfonic acid O[C@@H]1[C@H](O[C@@H]([C@H]([C@H]1O)O)OC1=CC=C(C=C1)[N+](=O)[O-])CCS(=O)(=O)O